C(C)N(P(OCC1=CC=CC=C1)OCC1=CC=CC=C1)CC dibenzyl N,N-diethylphosphoramidite